C(#N)C=1C=NN2C1C(=CC(=C2)C=2C=NN(C2C)C2CCN(CC2)C(=O)OC(C)(C)C)O tert-butyl 4-[4-(3-cyano-4-hydroxy-pyrazolo[1,5-a]pyridin-6-yl)-5-methyl-pyrazol-1-yl]piperidine-1-carboxylate